N-(2,5-di(piperidin-1-yl)thiazolo[4,5-b]pyridin-6-yl)-2-(2-methylpyridin-4-yl)oxazole N1(CCCCC1)C=1SC=2C(=NC(=C(C2)N2C(OC=C2)C2=CC(=NC=C2)C)N2CCCCC2)N1